7-(2-((6-methyl-4-oxo-1,2,3,4-tetrahydropyrimidin-2-yl)thio)acetyl)-1,3,4,5-tetrahydro-2H-benzo[b]azepin-2-one CC1=CC(NC(N1)SCC(=O)C1=CC2=C(NC(CCC2)=O)C=C1)=O